(Z)-1-(3-(2-(1-methoxyethyl)-5-methylphenyl)-4-oxothiazolidin-2-ylidene)-3-(2-methyl-4-(1-(5-(trifluoromethyl)pyridin-2-yl)-1H-pyrazol-3-yl)phenyl)urea COC(C)C1=C(C=C(C=C1)C)N1/C(/SCC1=O)=N/C(=O)NC1=C(C=C(C=C1)C1=NN(C=C1)C1=NC=C(C=C1)C(F)(F)F)C